BrC1=NN(C(=C1)C=C(C)C)C1=CC(=C(C=C1)OCCOC)Cl 3-bromo-1-[3-chloro-4-(2-methoxyethoxy)phenyl]-5-(2-methylprop-1-enyl)pyrazole